N-(4-(4-amino-3-(4-(cyclohexylthio)phenyl)-7-oxo-6,7-dihydro-2H-pyrazolo[3,4-d]pyridazin-2-yl)phenyl)acrylamide benzyl-[(1R,3S,4R)-3-amino-4-hydroxycyclopentyl]carbamate hydrochloride Cl.C(C1=CC=CC=C1)N(C(O)=O)[C@@H]1C[C@@H]([C@@H](C1)O)N.NC=1C=2C(C(NN1)=O)=NN(C2C2=CC=C(C=C2)SC2CCCCC2)C2=CC=C(C=C2)NC(C=C)=O